(1s,2s)-2-[(benzyloxy)methyl]-N-[8-chloro-7-fluoro-6-(4-methylpyridin-3-yl)isoquinolin-3-yl]-3-methylcyclopropane-1-carboxamide C(C1=CC=CC=C1)OC[C@@H]1[C@H](C1C)C(=O)NC=1N=CC2=C(C(=C(C=C2C1)C=1C=NC=CC1C)F)Cl